C(C1=CC=CC=C1)OC1=C(C(=C2C=CC(=CC2=C1)NC(CC1=CC=C(C=C1)C=1C=C2C(=NN(C2=CC1)C1C(NC(CC1)=O)=O)C)=O)F)N1S(NC(C1)=O)(=O)=O N-[7-benzyloxy-5-fluoro-6-(1,1,4-trioxo-1,2,5-thiadiazolidin-2-yl)-2-naphthyl]-2-[4-[1-(2,6-dioxo-3-piperidyl)-3-methyl-indazol-5-yl]phenyl]acetamide